O=C1N(C([C@H](N1)C1=CSC=C1)=O)[C@H](C(=O)NC1=CC=C(C=C1)I)[C@@H](C)C1=CC=CC=C1 (2s,3s)-2-((R)-2,5-dioxo-4-thiophen-3-yl-imidazolin-1-yl)-N-(4-iodo-phenyl)-3-phenyl-butyramide